C(C)(=O)N1CCCC2=C3C(=CC(=C12)OC(F)F)C=1NC(C(=CC1C(C3)C(C)(C)C)C(=O)O)=O 1-acetyl-6-(tert-butyl)-12-(difluoromethoxy)-9-oxo-1,2,3,4,5,6,9,10-octahydroquinolino[7,8-f]quinoline-8-carboxylic acid